5-benzyl-N-(5-methyl-4-oxo-2,3,4,5-tetrahydropyrido[3,2-b][1,4]oxazepin-3-yl)-4H-1,2,4-triazole-3-carboxamide C(C1=CC=CC=C1)C=1NC(=NN1)C(=O)NC1C(N(C2=C(OC1)C=CC=N2)C)=O